CC=1N=C(OC1OC)C(=O)OC 4-methyl-5-methoxyl-2-methoxycarbonyloxazole